[Ni](Cl)Cl.C1(=CC=CC=C1)P([C-]1C=CC=C1)C1=CC=CC=C1.[C-]1(C=CC=C1)P(C1=CC=CC=C1)C1=CC=CC=C1.[Fe+2] (1,1'-bis(diphenylphosphino)ferrocene) nickel dichloride